N1C=NC=C1N1C=2N(C3=C(C1=O)C=NC(=N3)NC3=CC=C(C=C3)N3CCN(CC3)C)CCN2 6-(1H-imidazol-5-yl)-2-((4-(4-methylpiperazin-1-yl)phenyl)amino)-8,9-dihydroimidazo[1,2-a]pyrimido[5,4-e]pyrimidin-5(6H)-one